2,2,6,6-Tetramethylpiperidine-1-oxide CC1([NH+](C(CCC1)(C)C)[O-])C